4,4'-Diisothiocyanatostilbene-2,2'-disulfonate N(=C=S)C=1C=C(C(=CC1)C=CC=1C(=CC(=CC1)N=C=S)S(=O)(=O)[O-])S(=O)(=O)[O-]